BrC=1C(=C(C=CC1)C=1C(=NN(C1C)C)C)F 4-(3-bromo-2-fluorophenyl)-1,3,5-trimethyl-1H-pyrazole